1-((5-(imidazo[1,2-a]pyridin-6-yl)-4-methoxypyrrolo[2,1-f][1,2,4]triazin-2-yl)amino)-2-methylpropan-2-ol N=1C=CN2C1C=CC(=C2)C=2C=CN1N=C(N=C(C12)OC)NCC(C)(O)C